ClC1=C(C=CC(=C1)S(=O)(=O)C1CCC1)C1COCCCN1C1=NC(=NC(=C1)C)N 4-(3-(2-chloro-4-(cyclobutylsulfonyl)phenyl)-1,4-oxazepan-4-yl)-6-methylpyrimidin-2-amine